2-(4-bromo-phenoxy)-1-(4-methoxyphenyl)-ethanone BrC1=CC=C(OCC(=O)C2=CC=C(C=C2)OC)C=C1